CCC1=CC=C(C=C1)S(=O)(=O)NCC1=CC=CC=C1 methyl-N-benzyl-p-toluenesulfonamide